N-(4-bromo-2,5-dimethylphenyl)acetamide CC1=CC(=C(C=C1Br)C)NC(=O)C